ethyl (2R)-2-amino-4-phenylbutanoate hydrochloride Cl.N[C@@H](C(=O)OCC)CCC1=CC=CC=C1